1,2-diazepinone N1=NC(C=CC=C1)=O